C(CCCCCCCCCCCCC)CCC(=S)OCC(COC(CCCCCCCCCCCCCCCC)=S)(COC(CCCCCCCCCCCCCCCC)=S)COC(CCCCCCCCCCCCCCCC)=S Pentaerythritol tetrakis(3-tetradecylthiopropionate)